CC=1C=CC=C2N(CCN(C12)C(=O)OC(C)(C)C)C1=CC2=C(N=C(N=C2)NC=2C=NN(C2)C2OCCCC2)N(C1=O)CC\C=C/CCOS(=O)(=O)C1=CC=C(C=C1)C tert-butyl 8-methyl-4-[7-oxo-8-[(Z)-6-(p-tolylsulfonyloxy)hex-3-enyl]-2-[(1-tetrahydropyran-2-ylpyrazol-4-yl)amino]pyrido[2,3-d]pyrimidin-6-yl]-2,3-dihydroquinoxaline-1-carboxylate